COC(C(=O)C1=CC=CC=C1)=O phenyl-glyoxylic acid methylester